C(C(C)C)(=O)O[C@H]1[C@@H](O[C@@H](C1)N1C(NC(C(=C1)C)=O)=O)COP1(OCC(CO1)CC(=O)OC(C)C)=O (2S,3R,5S)-2-(((5-(2-isopropoxy-2-oxoethyl)-2-oxido-1,3,2-dioxaphosphinan-2-yl)oxy)methyl)-5-(5-methyl-2,4-dioxo-3,4-dihydropyrimidin-1(2H)-yl)tetrahydrofuran-3-yl isobutyrate